5-(imidazo[1,2-b]pyridazin-6-yl)-2-[3-(7-methyl-2,7-diazaspiro[3.5]non-2-yl)-1,2,4-triazin-6-yl]phenol trifluoroacetate FC(C(=O)O)(F)F.N=1C=CN2N=C(C=CC21)C=2C=CC(=C(C2)O)C2=CN=C(N=N2)N2CC1(C2)CCN(CC1)C